benzyl (2S,4R)-1-(2-(1H-1,2,3-triazol-5-yl)acetyl)-4-fluoropyrrolidine-2-carboxylate N1N=NC=C1CC(=O)N1[C@@H](C[C@H](C1)F)C(=O)OCC1=CC=CC=C1